tert-butyl (S)-(1-(4-(oxazol-5-yl)phenyl)ethyl)carbamate O1C=NC=C1C1=CC=C(C=C1)[C@H](C)NC(OC(C)(C)C)=O